[(10Z,13Z)-1-[(9Z,12Z)-octadeca-9,12-dienyl]nonadeca-10,13-dienyl] 4-(dimethylamino)butanoate CN(CCCC(=O)OC(CCCCCCCC\C=C/C\C=C/CCCCC)CCCCCCCC\C=C/C\C=C/CCCCC)C